iridium (III) bis(phenylbenzoxazole) C1(=CC=CC=C1)C=1OC2=C(N1)C=CC=C2.C2(=CC=CC=C2)C=2OC1=C(N2)C=CC=C1.[Ir+3]